(R)-N-(6-chloro-4-(1-methoxyethyl)-1,5-naphthyridin-3-yl)-N'-(5-chloro-2-methyl-6-(2H-1,2,3-triazol-2-yl)pyridin-3-yl)urea ClC=1N=C2C(=C(C=NC2=CC1)NC(=O)NC=1C(=NC(=C(C1)Cl)N1N=CC=N1)C)[C@@H](C)OC